C(C)(=O)C1=NN(C2=CC=C(C=C12)C=1C=NC(=NC1)C)CC(=O)[C@@H]1N(C[C@H](C1)F)C(=O)OC(C)(C)C |&1:22| tert-butyl (2R,4S) and (2S,4S)-2-(2-(3-acetyl-5-(2-methylpyrimidin-5-yl)-1H-indazol-1-yl)acetyl)-4-fluoropyrrolidine-1-carboxylate